ClC1=NN(C2=CC(=CC=C12)[C@@H]1[C@H](C1)C(=O)ON1C(C2=CC=CC=C2C1=O)=O)CC(F)(F)F 1,3-dioxoisoindolin-2-yl (1S,2S)-2-(3-chloro-1-(2,2,2-trifluoroethyl)-1H-indazol-6-yl)cyclopropane-1-carboxylate